boron trifluoride acetate C(C)(=O)O.B(F)(F)F